S1C2(SCC1)CN(C1=C(OC2)N=C2C(=C1)C=CN2)C2=C(C(=O)N)C=CC=C2 2-(2H,4H-spiro[pyrrolo[3',2':5,6]pyrido[2,3-b][1,4]oxazepine-3,2'-[1,3]dithiolane]-1(7H)-yl)benzamide